The molecule is the zwitterion resulting from the transfer of a proton from the carboxy group to the beta-amino group of 3-amino-D-alanine. It is the major microspecies at pH 7.3 (according to Marvin v 6.2.0.). It is a tautomer of a 3-amino-D-alanine. C([C@H](C(=O)[O-])N)[NH3+]